1-(2-(5-(1-(3,5-dichloropyridin-4-yl)ethoxy)-1H-indazol-3-yl)-4,6-dihydropyrrolo[3,4-d]imidazol-5(1H)-yl)-2-morpholinoethan-1-one ClC=1C=NC=C(C1C(C)OC=1C=C2C(=NNC2=CC1)C1=NC2=C(N1)CN(C2)C(CN2CCOCC2)=O)Cl